1,1,1,2,5,5,5-heptafluoro-4-methyl-2-pentene FC(C(=CC(C(F)(F)F)C)F)(F)F